(S)-2,2'-bis(dl-p-dimethylamino-phenylphosphino)-6,6'-dimethoxy-1,1'-biphenyl CN(C1=CC=C(C=C1)PC1=C(C(=CC=C1)OC)C1=C(C=CC=C1OC)PC1=CC=C(C=C1)N(C)C)C